NC1=CC=CC=2N(C(NC21)=O)C2CCNCC2 4-amino-1-(piperidin-4-yl)-2,3-dihydro-1H-1,3-benzodiazol-2-one